COCCNS(=O)(=O)N1C(OCC1)=O N-(2-methoxyethyl)-2-oxooxazolidine-3-sulfonamide